CC1=C(C=NC=2N1N=CC2)C=O (7-methylpyrazolo[1,5-a]pyrimidin-6-yl)methanone